OCC1=CC=C2C=CC3=CC=CC4=CC=C1C2=C34 1-(hydroxymethyl)pyrene